tert-Butyl ((1R,3R)-1-(2-chloro-6-(difluoromethoxy)phenyl)-6-fluoro-7-(3-(2-hydroxypropan-2-yl)azetidin-1-yl)-2,3-dihydro-1H-benzo[d]pyrrolo[1,2-a]imidazol-3-yl)carbamate ClC1=C(C(=CC=C1)OC(F)F)[C@H]1C[C@H](C=2N1C1=C(N2)C=C(C(=C1)N1CC(C1)C(C)(C)O)F)NC(OC(C)(C)C)=O